NC1=CC(=C(C=N1)C1=NC(=NC(=N1)N1C(COCC1)(C)C)N1[C@@H](COCC1)CO)C(F)F [(3R)-4-[4-[6-amino-4-(difluoromethyl)-3-pyridyl]-6-(3,3-dimethylmorpholin-4-yl)-1,3,5-triazin-2-yl]morpholin-3-yl]methanol